FC(OC1=CC(=C(C=C1)[C@@H](C(C)C)N1C[C@@H](N(C[C@H]1C)C=1C=2N=C(N(C2N2C(N1)=NN=C2)C[C@H]2OCCC2)C)C)F)F 4-((2S,5R)-4-((R)-1-(4-(difluoromethoxy)-2-fluorophenyl)-2-methylpropyl)-2,5-dimethylpiperazin-1-yl)-2-methyl-1-(((S)-tetrahydrofuran-2-yl)methyl)-1H-[1,2,4]triazolo[3,4-b]purine